C(C1=CC=CC=C1)N1CCC2(CC1)NC(CC1=CC=CC=C12)=O 1'-benzyl-2H-spiro[isoquinoline-1,4'-piperidin]-3(4H)-one